methylmethacrylamide glycolate C(CO)(=O)O.CC=C(C(=O)N)C